tert-Butyl 1H-pyrrolo[3,2-c]pyridine-1-carboxylate N1(C=CC=2C=NC=CC21)C(=O)OC(C)(C)C